NC1=C(C(=C(C=N1)C1=CC=C(C=C1)O)CC)C=1C=C2C=NNC2=CC1 4-[6-amino-4-ethyl-5-(1H-indazol-5-yl)-3-pyridinyl]phenol